tert-butyl 4-(3-methyl-4-nitro-1H-pyrazol-1-yl)piperidine-1-carboxylate CC1=NN(C=C1[N+](=O)[O-])C1CCN(CC1)C(=O)OC(C)(C)C